NC=1CC(=CC2=C(N1)C=C(C=C2)C=2C=NC(=NC2)C(=O)N2[C@H](CCC2)C(=O)OC(C)(C)C)C(N(CCC)OCC)=O (R)-tert-butyl 1-(5-(2-amino-4-(ethoxy(propyl)carbamoyl)-3H-benzo[b]azepin-8-yl)pyrimidine-2-carbonyl)pyrrolidine-2-carboxylate